tert-butyl (2-(5-azaspiro[3.4]octan-5-yl)ethyl)carbamate C1CCC12N(CCC2)CCNC(OC(C)(C)C)=O